C1(CCCCC1)OC1C(=C(C(O1)=O)Br)Br 5-cyclohexyloxy-3,4-dibromo-2(5H)furanone